FC1=C(C=C(C=C1)C1=NC(=NO1)C(=O)N(C1=NN=NN1C1=CC=CC=C1)C)O 5-(4-Fluoro-3-hydroxyphenyl)-N-methyl-N-(1-phenyl-1H-tetrazol-5-yl)-1,2,4-oxadiazole-3-carboxamide